2-CHLORO-3-HYDROXY-2-PROPENAL ClC(C=O)=CO